NC=1C(=C(C(=O)NC2=C(C=C(C=C2C(F)(F)F)C(C(F)(F)F)C(F)(F)F)Br)C=CC1)F 3-amino-N-[2-bromo-4-(1,1,1,3,3,3-hexafluoropropan-2-yl)-6-trifluoromethylphenyl]-2-fluorobenzamide